F[C@@H]1C[C@H](NC1)COC=1C=CC(=C(C(=O)NC2(CC2)C2=CC(=CC3=CC=CC=C23)OC)C1)C 5-(((2S,4R)-4-Fluoropyrrolidin-2-yl)methoxy)-N-(1-(3-methoxynaphthalen-1-yl)cyclopropyl)-2-methylbenzamide